CS(=O)(=O)N1CCC2(C[C@H](OC2=O)CCN2CCN(CC2)C2=C(C=CC=C2)N2CCOCC2)CC1 (S)-8-(methylsulfonyl)-3-(2-(4-(2-morpholinophenyl)piperazin-1-yl)ethyl)-2-oxa-8-azaspiro[4.5]decan-1-one